C(#N)CC1=CC(=C(C=C1F)NS(=O)(=O)C1=CN=C2N1C=CC(=C2OC)C)F N-[4-(cyanomethyl)-2,5-difluoro-phenyl]-8-methoxy-7-methyl-imidazo[1,2-a]pyridine-3-sulfonamide